NC1=NC=CC=C1C1=NC=2C(=NC(=CC2)C2=CC=CC=C2)N1C1=CC=C(CN2C3CN(C(C2)CC3)C(=O)C=3C=CC(=C(C=O)C3)O)C=C1 5-(5-(4-(2-(2-Aminopyridin-3-yl)-5-phenyl-3H-imidazo[4,5-b]pyridin-3-yl)benzyl)-2,5-diazabicyclo[2.2.2]octane-2-carbonyl)-2-hydroxybenzaldehyde